3,5-dibromo-2-(4-tert-butyl-5-chloro-2-methyl-phenyl)-6-methyl-1H-pyridin-4-one BrC1=C(NC(=C(C1=O)Br)C)C1=C(C=C(C(=C1)Cl)C(C)(C)C)C